C(C)(C)(C)OC(=O)N1CCCC=C1C=1C=C2N=CC=NC2=CC1 6-(quinoxalin-6-yl)-3,4-dihydropyridine-1(2H)-carboxylic acid tert-butyl ester